Cl[Si](CC[Si](CC)(CC)Cl)(CC)CC 1,2-bis(chlorodiethylsilyl)ethane